7-(2-methyl-4-chlorophenoxyacetoxyl)-2',4'-dichloroisoflavone CC1=C(OCC(OC2=CC=C3C(C(=COC3=C2)C2=C(C=C(C=C2)Cl)Cl)=O)=O)C=CC(=C1)Cl